(5S)-5-[[tert-butyl-(dimethyl)silyl]oxymethyl]-1-methyl-pyrrolidin-2-one C(C)(C)(C)[Si](OC[C@@H]1CCC(N1C)=O)(C)C